BrC=1C=C(C(=NC1)OCCCN(C)C)NS(=O)=O N-(5-bromo-2-(3-(dimethylamino)propoxy)pyridin-3-yl)sulfonamide